pyrido[2',3':4,5]pyrimido[1,2-a]indole-5(11H)-one N1=CC=CC2=C1N=C1N(C=3C=CC=CC3C1)C2=O